C(C)(C)(C)OC(N(C)CCCO)=O.FC1(CN(CC1)C=1C=C(C(=O)N)C=CC1)F 3-(3,3-difluoropyrrolidin-1-yl)benzamide tert-butyl-N-(3-hydroxypropyl)-N-methylcarbamate